FC=1C=CC(=C(C(=O)N2[C@@H](COC[C@H]2C)C)C1)C=1C=2N(C=C(C1)C1CN(C1)CC1CCNCC1)C(=NC2F)C (3R,5R)-4-[5-fluoro-2-(1-fluoro-3-methyl-6-{1-[(piperidin-4-yl)methyl]azetidin-3-yl}imidazo[1,5-a]pyridin-8-yl)benzoyl]-3,5-dimethylmorpholine